ClC1=CC=C(C=C1)C1=NN(C[C@@H]1C1=CC=CC=C1)\C(\N[C@H]1CN(CC1)S(N)(=O)=O)=N/S(=O)(=O)C1=CC=C(C=C1)Cl (S,Z)-3-(4-chlorophenyl)-N'-((4-chlorophenyl)sulfonyl)-4-phenyl-N-((R)-1-sulfamoylpyrrolidin-3-yl)-4,5-dihydro-1H-pyrazole-1-carboximidamide